C(C)(=O)NCCNCC1=C2CCCC2=C(C=C1OC[C@@H]1[C@@H](C1)C(=O)O)OCC=1C(=C(C=CC1)C1=CC=CC=C1)C (1R,2S)-2-(((4-(((2-acetamidoethyl)amino)methyl)-7-((2-methyl-[1,1'-biphenyl]-3-yl)methoxy)-2,3-dihydro-1H-inden-5-yl)oxy)methyl)cyclopropane-1-carboxylic acid